N-(3-((9-chloro-6-(2,6-dichloro-3,5-dimethoxyphenyl)-5-oxo-5,6-dihydropyrimido[5,4-c][1,8]naphthyridin-2-yl)amino)tetrahydro-2H-pyran-4-yl)acrylamide ClC1=CC=2C3=C(C(N(C2N=C1)C1=C(C(=CC(=C1Cl)OC)OC)Cl)=O)C=NC(=N3)NC3COCCC3NC(C=C)=O